N-(5-bromo-2-(dimethylamino)pyridin-3-yl)-2,4-Difluorobenzenesulfonamide BrC=1C=C(C(=NC1)N(C)C)NS(=O)(=O)C1=C(C=C(C=C1)F)F